ClC1=C(C2=C(NC(O[C@@]23CN(CCC3)C(=O)C3=NN=C(N3)[C@@](C(F)(F)F)(C3=CC=CC=C3)O)=O)C=C1)F (R)-6-Chloro-5-fluoro-1'-(5-((R)-2,2,2-trifluoro-1-hydroxy-1-phenylethyl)-4H-1,2,4-triazole-3-carbonyl)spiro[benzo[d][1,3]oxazine-4,3'-piperidin]-2(1H)-one